tert-butyl 4-((1-(5-(3-((5-cyano-4-(4-fluorophenyl)thiazol-2-yl)(methyl)amino)-2-ethylimidazo[1,2-a]pyridin-6-yl)pyrimidin-2-yl) piperidin-4-yl)amino)piperidine-1-carboxylate C(#N)C1=C(N=C(S1)N(C1=C(N=C2N1C=C(C=C2)C=2C=NC(=NC2)N2CCC(CC2)NC2CCN(CC2)C(=O)OC(C)(C)C)CC)C)C2=CC=C(C=C2)F